(1-Aminocyclopentyl)((2R,5S)-2,5-Dimethylpyrrolidin-1-yl)methanone Hydrochloride Cl.NC1(CCCC1)C(=O)N1[C@@H](CC[C@@H]1C)C